(2R,3R)-3-(3-(4-(2,3,6-trifluorobenzyloxy)phenyl)isoxazol-5-yl)-2-(2,4-difluorophenyl)-1-(1H-1,2,4-triazol-1-yl)butan-2-ol FC1=C(COC2=CC=C(C=C2)C2=NOC(=C2)[C@@H]([C@@](CN2N=CN=C2)(O)C2=C(C=C(C=C2)F)F)C)C(=CC=C1F)F